FC=1C=C2CCNCC2=C(C1N1N=C(C2=CC=C(C=C12)C#N)C1=CC=C2CCN(C(C2=C1)=C=O)C)F (6,8-difluoro-1,2,3,4-tetrahydroisoquinolin-7-yl)-3-(2-methyl-1-carbonyl-1,2,3,4-tetrahydroisoquinolin-7-yl)-1H-indazole-6-carbonitrile